1-[[7-[8-ethyl-3-(methoxymethoxy)-1-naphthyl]-8-fluoro-4-[(3R)-3-hydroxy-3-methyl-1-piperidyl]pyrido[4,3-d]pyrimidin-2-yl]oxymethyl]cyclopropanecarbaldehyde C(C)C=1C=CC=C2C=C(C=C(C12)C1=C(C=2N=C(N=C(C2C=N1)N1C[C@](CCC1)(C)O)OCC1(CC1)C=O)F)OCOC